BrC=1C(=C2CN(CN(C2=CC1)C)C1=CC(=CC=C1)Cl)C 6-bromo-3-(3-chlorophenyl)-1,5-dimethyl-quinazoline